ethylbicyclo[2.2.1]hept-2-ene C(C)C12C=CC(CC1)C2